OC1=CCN(C2=C(C=CC(=C12)O)F)S(=O)(=O)O 4,5-dihydroxy-8-fluoro-1-quinolinesulfonic acid